FC(OC1=CC=C(C=N1)C(=O)N[C@@H]1CN[C@H](CC1)C=1OC(=NN1)OCCOC(F)(F)F)(F)F 6-(trifluoromethoxy)-N-[(3S,6R)-6-{5-[2-(trifluoromethoxy)ethoxy]-1,3,4-oxadiazol-2-yl}piperidin-3-yl]pyridine-3-carboxamide